N'-{5-bromo-6-[(cis-4-isopropylcyclohexyl)oxy]-2-methylpyridin-3-yl}-N-ethyl-N-methylformamidine BrC=1C=C(C(=NC1O[C@@H]1CC[C@@H](CC1)C(C)C)C)N=CN(C)CC